(E)-4-(3-acetyl-2-methyl-5-(4-(methylthio)but-1-en-1-yl)-1H-pyrrol-1-yl)benzonitrile C(C)(=O)C1=C(N(C(=C1)\C=C\CCSC)C1=CC=C(C#N)C=C1)C